(R)-4-cyclopropyl-6-((1-ethylpiperidin-3-yl)amino)-3-(4-hydroxybenzo[b]thiophen-5-yl)-1,2,4-triazine-5(4H)-one C1(CC1)N1C(=NN=C(C1=O)N[C@H]1CN(CCC1)CC)C1=C(C2=C(SC=C2)C=C1)O